2-(3-{5-[(S)-(3-Fluoro-azetidin-3-yl)-hydroxy-(4-isopropyl-phenyl)-methyl]-pyridin-3-yl}-[1,2,4]oxadiazol-5-yl)-propan-2-ol, hydrochloride salt Cl.FC1(CNC1)[C@@](C=1C=C(C=NC1)C1=NOC(=N1)C(C)(C)O)(C1=CC=C(C=C1)C(C)C)O